N-(2-((1R,4R)-4-Methoxycyclohexyl)propan-2-yl)-5,7-dimethylpyrazolo[1,5-a]pyrimidine-3-carboxamide COC1CCC(CC1)C(C)(C)NC(=O)C=1C=NN2C1N=C(C=C2C)C